CC=1OC2=CC=CC=C2CC1 2-methyl-4H-chromen